C(C)(C)(C)C1=NCC=C(C1)C1=C(C(=CC=C1)C)C tert-butyl-4-(2,3-dimethylphenyl)-3,6-dihydropyridine